C(#N)C=1N=C(SC1)NC(=O)C1=CC=CC(=N1)C1=CC=NC=C1 N-(4-cyanothiazol-2-yl)-[2,4'-bipyridine]-6-carboxamide